4-amino-N-(oxazolo[4,5-b]pyridin-2-yl)-1H-pyrazolo[3,4-d]pyrimidine-3-carboxamide NC1=C2C(=NC=N1)NN=C2C(=O)NC=2OC=1C(=NC=CC1)N2